(S)-1-(1-(5-chloro-2-ethoxybenzyl)pyrrolidin-3-yl)-N-methylmethanamine difumarate C(\C=C\C(=O)O)(=O)O.C(\C=C\C(=O)O)(=O)O.ClC=1C=CC(=C(CN2C[C@@H](CC2)CNC)C1)OCC